5-[3-acetyl-6-[5-[(6-methylpyridazin-3-yl)amino]benzimidazol-1-yl]-2-pyridinyl]-2-methyl-pyrazole-3-carbonitrile C(C)(=O)C=1C(=NC(=CC1)N1C=NC2=C1C=CC(=C2)NC=2N=NC(=CC2)C)C=2C=C(N(N2)C)C#N